1-(5-chloro-2-hydroxymethylphenyl)-3-(3-fluorophenyl)urea ClC=1C=CC(=C(C1)NC(=O)NC1=CC(=CC=C1)F)CO